N=1N=CN2C1N=C(C=C2)O [1,2,4]triazolo[4,3-a]pyrimidin-7-ol